C(C)(C)(C)OC(NC1=C(C(=C(C=C1)Br)Cl)[N+](=O)[O-])=O N-(4-bromo-3-chloro-2-nitrophenyl)carbamic acid tert-butyl ester